(2R,5S)-4-(2-(1-cyanoethyl)-5-methyl-6-oxo-5,6-dihydroimidazo[1,2-b]pyridazin-8-yl)-2,5-dimethylpiperazine-1-carboxylic acid tert-butyl ester C(C)(C)(C)OC(=O)N1[C@@H](CN([C@H](C1)C)C=1C=2N(N(C(C1)=O)C)C=C(N2)C(C)C#N)C